3-((4-(3-nitrophenoxy)-6-(thiophen-2-yl)pyrimidin-2-yl)amino)benzonitrile [N+](=O)([O-])C=1C=C(OC2=NC(=NC(=C2)C=2SC=CC2)NC=2C=C(C#N)C=CC2)C=CC1